CC1(OB(OC1(C)C)C1=CC(=NC=C1)N1CCN(CC1)C(C)=O)C 1-[4-[4-(4,4,5,5-Tetramethyl-1,3,2-dioxaborolan-2-yl)-2-pyridinyl]-1-piperazinyl]ethanone